Cl.FC1=C2CCNCC2=CC=C1 5-fluoro-1,2,3,4-tetrahydroisoquinoline hydrochloride